methylene-1,3-dioxepan C=C1OCCCCO1